C(CCCCCCC\C=C/C\C=C/CCCCC)(=O)NC(CO)C(CCCCCCC)O 2-linoleoylaminodecane-1,3-diol